racemic-N-((3R,4R)-4-(3,4-dichlorophenyl)pyrrolidin-3-yl)-4-(trifluoromethoxy)benzenesulfonamide ClC=1C=C(C=CC1Cl)[C@H]1[C@H](CNC1)NS(=O)(=O)C1=CC=C(C=C1)OC(F)(F)F |r|